1-(1-(4-chloro-2-methoxyphenyl)piperidin-4-yl)-4-ethylpiperazine ClC1=CC(=C(C=C1)N1CCC(CC1)N1CCN(CC1)CC)OC